C1(CC1)[C@]1(C(N(C[C@H]1C)C=1C=2N(N=CC1)C=C(C2)C=2C=NN(C2)C2CC(C2)(F)F)=O)C#N (3R,4S)-3-cyclopropyl-1-[6-[1-(3,3-difluorocyclobutyl)pyrazol-4-yl]pyrrolo[1,2-b]pyridazin-4-yl]-4-methyl-2-oxopyrrolidine-3-carbonitrile